methyl N-(3-amino-6-chloro-2-pyridyl)carbamate NC=1C(=NC(=CC1)Cl)NC(OC)=O